Ethyl 2-{[(2-ethyl-6-methyl-phenyl)carbamoyl]oxy}-3-(1H-pyrazol-1-yl)propanoate C(C)C1=C(C(=CC=C1)C)NC(=O)OC(C(=O)OCC)CN1N=CC=C1